COC=1C(=C(C2=C(CCC(O2)(COCC#C)C)C1C)C)C 3,4-dihydro-6-methoxy-2,5,7,8-tetramethyl-2-(prop-2-ynyloxymethyl)-2H-1-benzopyran